2'-(ethane-1,2-diylbis(5-carbamoyl-4-methoxy-1H-benzo[d]imidazole-1,2-diyl))bis(5-chloronicotinic acid) C(CN1C(=NC2=C1C=CC(=C2OC)C(N)=O)C2=C(C(=O)O)C=C(C=N2)Cl)N2C(=NC1=C2C=CC(=C1OC)C(N)=O)C1=C(C(=O)O)C=C(C=N1)Cl